The molecule is an aminotrisaccharide that is N-acetyllactosamine in which the hydroxy group at position 6 has been converted into the corresponding alpha-L-fucopyranosyl derivative. It is a member of acetamides and an amino trisaccharide. It derives from a N-acetyllactosamine. C[C@H]1[C@H]([C@H]([C@@H]([C@@H](O1)OC[C@@H]2[C@H]([C@@H]([C@H]([C@@H](O2)O)NC(=O)C)O)O[C@H]3[C@@H]([C@H]([C@H]([C@H](O3)CO)O)O)O)O)O)O